C(C)(C)(C)C1C(CCCC1)OC(C=O)CC 2-(2-t-butylcyclohexyloxy)butanal